F[C@H]1C[C@H](N2N=C(N=C21)N2N=CN=C2C)C2=CC=CC=C2 (5s,7s)-7-fluoro-2-(5-methyl-1,2,4-triazol-1-yl)-5-phenyl-6,7-dihydro-5H-pyrrolo[1,2-b][1,2,4]triazole